FC1=C(N=C(C2=C1N=C(N=C2NCCCNC(OC(C)(C)C)=O)S(=O)C)OC(C)C)C2=CC(=CC1=CC=C(C(=C21)C#C[Si](C(C)C)(C(C)C)C(C)C)F)OCOC tert-butyl (3-((8-fluoro-7-(7-fluoro-3-(methoxymethoxy)-8-((triisopropylsilyl)ethynyl)naphthalen-1-yl)-5-isopropoxy-2-(methylsulfinyl)pyrido[4,3-d]pyrimidin-4-yl)amino)propyl)carbamate